(Phenyl)(carbazolylphenyl)indoloindole C1(=CC=CC=C1)C=1C(=NC2=C3C(C=CC12)=NC=1C=CC=CC13)C1=C(C=CC=C1)C1=CC=CC=3C2=CC=CC=C2NC13